(R)-4-(8-(3-aminopiperidin-1-yl)-3-(1-methyl-1H-indazol-5-yl)imidazo[1,2-a]pyrazin-2-yl)-2-fluorobenzonitrile N[C@H]1CN(CCC1)C=1C=2N(C=CN1)C(=C(N2)C2=CC(=C(C#N)C=C2)F)C=2C=C1C=NN(C1=CC2)C